FC=1C(=CC(=NC1)C1=C(C=C2C(NC(NC2=C1SC[C@H](CO)OC)=O)=O)C(F)(F)F)C (S)-7-(5-fluoro-4-methylpyridin-2-yl)-8-((3-hydroxy-2-methoxypropyl)thio)-6-(trifluoromethyl)quinazoline-2,4(1H,3H)-dione